SCCC(=O)OC 1-mercapto-2-methoxycarbonylethane